5-[2-[2-(3,4-dichlorophenyl)pyrrolidin-1-yl]-2-oxoethyl]-1-[[3-(trifluoromethyl)phenyl]methyl]pyrrolidin-2-on ClC=1C=C(C=CC1Cl)C1N(CCC1)C(CC1CCC(N1CC1=CC(=CC=C1)C(F)(F)F)=O)=O